NC=1C=C(C=C(C1)C(F)(F)F)[C@@H](C)NC=1C2=C(N=C(N1)C)N=C(C(=C2)C(N(C)C)=O)N2C(CCC2)C(=O)O 1-(4-((R)-1-(3-amino-5-(trifluoromethyl)phenyl)ethylamino)-6-(dimethylcarbamoyl)-2-methylpyrido[2,3-d]pyrimidin-7-yl)pyrrolidine-2-carboxylic acid